5-{4-[(2-diethylamino-ethylamino)-methyl]-piperidin-1-yl}-quinoline-8-carbonitrile C(C)N(CCNCC1CCN(CC1)C1=C2C=CC=NC2=C(C=C1)C#N)CC